BrC1=C(C(=CC(=C1)F)F)S(=O)(=O)NC=1C=NC=2CCNC(C2C1)=O 2-bromo-4,6-difluoro-N-(5-oxo-5,6,7,8-tetrahydro-1,6-naphthyridin-3-yl)benzenesulfonamide